OC1C(OCC1(CO)O)OCC1OC(C(C(C1O)O)O)OCC1=CC(=C(C=C1)O)OC 2-(((3,4-Dihydroxy-4-(hydroxymethyl)tetrahydrofuran-2-yl)oxy)methyl)-6-((4-hydroxy-3-methoxybenzyl)oxy)tetrahydro-2H-pyran-3,4,5-triol